3-hydroxy-3-methyl-butan-1-one tert-butyl-3,3-difluoro-4-(1-methyl-1H-pyrazol-3-yl)-3,6-dihydropyridine-1(2H)-carboxylate C(C)(C)(C)OC(=O)N1CC(C(=CC1)C1=NN(C=C1)C)(F)F.OC(CC=O)(C)C